2-fluoro-6-(4-hydroxy-6-methylanilino)-9-(oxetan-2-yl)-9H-purine FC1=NC(=C2N=CN(C2=N1)C1OCC1)NC1=CC=C(C=C1C)O